(R)-3-((6-bromopyridin-3-yl)oxy)-2-hydroxypropionic acid BrC1=CC=C(C=N1)OC[C@H](C(=O)O)O